C(C)(C)(C)OC(=O)N1CCC(CC1)C(N[C@H]1CN(CCC1)C1=NC(=C(N=C1)C(N)=O)NC1=CC(=NS1)C)=O 4-{[(3R)-1-{5-carbamoyl-6-[(3-methyl-1,2-thiazol-5-yl)amino]Pyrazin-2-yl}piperidin-3-yl]Carbamoyl}piperidine-1-carboxylic acid tert-butyl ester